magnesium carbonate, barium salt [Ba+2].C([O-])([O-])=O.[Mg+2].C([O-])([O-])=O